(β-epoxypropoxyethoxy)propyltrimethoxysilane C(CC)OC1(CO1)OCCC[Si](OC)(OC)OC